2-bromo-6-{6,6-difluoro-3-azabicyclo[3.1.0]hex-3-yl}pyridine-3-carbaldehyde BrC1=NC(=CC=C1C=O)N1CC2C(C2C1)(F)F